C1N(CC2=CC=CC=C12)C(=O)NC1=CC=C(C=C1)C1CCC(CC1)NS(=O)(=O)NC(OC(C)(C)C)=O tert-butyl (N-(4-(4-(isoindoline-2-carboxamido)phenyl)cyclohexyl)sulfamoyl)carbamate